(1,5-dimethylpyrrolidin-2-yl)acetic acid CN1C(CCC1C)CC(=O)O